6-Fluoro-4-(1-((1-methylcyclobutyl)amino)ethyl)-1-(4-(1,2,2,2-tetrafluoro-1-(4-methyl-4H-1,2,4-triazol-3-yl)ethyl)pyridin-2-yl)benzo[cd]indol-2(1H)-one FC=1C=2C3=C(C(N(C3=CC1)C1=NC=CC(=C1)C(C(F)(F)F)(C1=NN=CN1C)F)=O)C=C(C2)C(C)NC2(CCC2)C